1,5-Dimethyl-4-[2-methyl-5-(1-methyl-1H-pyrazol-4-yl)benzenesulfonyl]-1,2,3,4-tetrahydroquinoxaline CN1CCN(C2=C(C=CC=C12)C)S(=O)(=O)C1=C(C=CC(=C1)C=1C=NN(C1)C)C